1-((1H-indol-5-yl)sulfonyl)-N-(3-fluoro-4-propylphenyl)-1H-pyrrole-3-carboxamide N1C=CC2=CC(=CC=C12)S(=O)(=O)N1C=C(C=C1)C(=O)NC1=CC(=C(C=C1)CCC)F